C(C)(=O)N1[C@H](CN(CC1)C(C#C)=O)C1=CC(=CC(=C1)C=1N=NN(N1)C)Cl (S)-1-(4-acetyl-3-(3-chloro-5-(2-methyl-2H-tetrazol-5-yl)phenyl)piperazin-1-yl)prop-2-yn-1-one